NC(CP(O)(O)=O)CCCC 2-aminohexyl-phosphonic acid